C(C)(C)(C)OC(=O)N1CCC(CC1)C(C1=CC=C(C=C1)C(F)(F)F)(F)F 4-(difluoro(4-(trifluoromethyl)phenyl)methyl)piperidine-1-carboxylic acid tert-butyl ester